[Cl-].[Tb+3].[Cl-].[Cl-] Terbium Chlorid